NC(CON1CC2=CC=CC=C2C1)CC1=C(C=C(C=C1)C1CC1)C 2-[2-amino-3-(4-cyclopropyl-2-methylphenyl)propoxy]-1H-isoindole